8-fluoro-3-(3-(5-fluoro-3',6'-dihydro-[2,4'-bipyridine]-1'(2'H)-yl)-3-oxopropyl)-5-methylisoquinolin-1(2H)-one FC=1C=CC(=C2C=C(NC(C12)=O)CCC(=O)N1CCC(=CC1)C1=NC=C(C=C1)F)C